CC=1C=C(CN2C(C3=CC=CC=C3C2=O)=O)C=CC1 2-(3-methylbenzyl)isoindoline-1,3-dione